O1C2=CC=C1C(=O)OCCOC2=O ethylene 2,5-furan-dicarboxylate